lithium 6-(((tert-butoxycarbonyl)(1-methylcyclopropyl)amino)methyl)imidazo[1,2-a]pyridine-8-carboxylate C(C)(C)(C)OC(=O)N(C1(CC1)C)CC=1C=C(C=2N(C1)C=CN2)C(=O)[O-].[Li+]